methyldiaminophosphoryl carbamate C(N)(OP(=O)(NC)N)=O